Methyl 1-((2-(trimethylsilyl) ethoxy) methyl)-1H-imidazole-2-carboxylate C[Si](CCOCN1C(=NC=C1)C(=O)OC)(C)C